O-ethyl [3-(trifluoromethylsulfonylamino)phenyl]methylsulfanyl-methanethioate FC(S(=O)(=O)NC=1C=C(C=CC1)CSC(OCC)=S)(F)F